3-{[3-(4-chlorophenoxy)-3-phenylazetidine-1-sulfonyl]phenyl}propanoic acid ClC1=CC=C(OC2(CN(C2)S(=O)(=O)C2=C(C=CC=C2)CCC(=O)O)C2=CC=CC=C2)C=C1